FC1=CC=C(C=C1)CC1=C(NC(C)C2=NC(=CC=C2)C(C)NC2=C(C=C(C=C2CC)C)CC)C(=CC(=C1)CC1=CC=C(C=C1)F)F 2-(1-(2,4-bis(4-fluorophenyl)methyl-6-fluoroanilino)ethyl)-6-(1-(2,6-diethyl-4-methyl-anilino)ethyl)pyridine